N-(4-{[5-methoxy-7-(prop-2-yloxy)quinazolin-4-yl]amino}phenyl)-2-[4-(prop-2-yl)-1H-1,2,3-triazol-1-yl]acetamide COC1=C2C(=NC=NC2=CC(=C1)OC(C)C)NC1=CC=C(C=C1)NC(CN1N=NC(=C1)C(C)C)=O